(R)-N-Cyclopropyl-N-(4-(3-methylmorpholinyl)-2-(1H-pyrrolo[2,3-b]pyridin-4-yl)thieno[3,2-d]pyrimidin-7-yl)methanesulfonamide C1(CC1)N(S(=O)(=O)C)C1=CSC2=C1N=C(N=C2N2[C@@H](COCC2)C)C2=C1C(=NC=C2)NC=C1